(2S)-2-amino-6-{[(prop-2-yn-1-yloxy)carbonyl]amino}hexanoic acid N[C@H](C(=O)O)CCCCNC(=O)OCC#C